OC(=O)C(F)(F)F.C(CCCCCCCCCCCCC)(=O)OCCNCCOC(CCCCCCCCCCCCC)=O Azanediylbis(ethane-2,1-diyl) ditetradecanoate TFA salt